2-[(2,2-dimethylazetidine-1-carbonyl)amino]-4-[2-ethoxyethyl-[4-(5,6,7,8-tetrahydro-1,8-naphthyridin-2-yl)butyl]amino]butanoic acid CC1(N(CC1)C(=O)NC(C(=O)O)CCN(CCCCC1=NC=2NCCCC2C=C1)CCOCC)C